tert-butyl N-[7,8-dichloro-6-(2,6-difluorophenyl)-4-methyl-4H-[1,2,4]triazolo[1,5-a][1,4]benzodiazepin-2-yl]carbamate ClC1=C(C=CC2=C1C(=NC(C=1N2N=C(N1)NC(OC(C)(C)C)=O)C)C1=C(C=CC=C1F)F)Cl